1-[4-[4-[[2-[2-[Tert-butoxycarbonyl (cyclopropylmethyl)amino]-4-pyridyl]oxazole-4-carbonyl]amino]-3-(difluoromethyl)pyrazol-1-yl]cyclohexyl]ethylmethanesulfonate C(C)(C)(C)OC(=O)N(C1=NC=CC(=C1)C=1OC=C(N1)C(=O)NC=1C(=NN(C1)C1CCC(CC1)C(C)CS(=O)(=O)[O-])C(F)F)CC1CC1